C(C)(C)(C)OC(NCCN1C(C2=C(C(=C(C(=C2C1=O)C)C1=CC=CC=C1)C1=CC=CC=C1)C)=O)=O (2-(4,7-dimethyl-1,3-dioxo-5,6-diphenylisoindolin-2-yl)ethyl)carbamic acid tert-butyl ester